2-Boc-4-(hydroxymethyl)-2-azabicyclo[2.1.1]Hexane-1-carboxylic acid methyl ester COC(=O)C12N(CC(C1)(C2)CO)C(=O)OC(C)(C)C